N-(3-carbamoylphenyl)-2-(4-fluoro-2-methylphenoxy)-4,5-dimethoxybenzamide C(N)(=O)C=1C=C(C=CC1)NC(C1=C(C=C(C(=C1)OC)OC)OC1=C(C=C(C=C1)F)C)=O